FC=1C=CC2=C(C(=C(O2)C(C(C)C)NC(=O)NC=2C=NC=CC2)C)C1 (1-(5-fluoro-3-methylbenzofuran-2-yl)-2-methylpropyl)-3-(pyridin-3-yl)urea